ClC=1C=NN(C1C(NC1=NC=C(C=C1F)C#CC1=CC=C(C=C1)F)=O)[C@@H]1CC[C@H](CC1)NC(OC(C)(C)C)=O tert-butyl (trans-4-(4-chloro-5-((3-fluoro-5-((4-fluorophenyl)ethynyl)pyridin-2-yl)carbamoyl)-1H-pyrazol-1-yl)cyclohexyl)carbamate